4-(iodomethyl)piperidine-1-carboxylic acid tert-butyl ester C(C)(C)(C)OC(=O)N1CCC(CC1)CI